C1(=CC=CC=C1)C1=CC2=C(OC(C3(C(CC4=CC=CC=C34)C(CC)=O)N2)=O)C=C1 6-phenyl-2'-propionyl-2',3'-dihydro-2H,4H-spiro[benzo[b][1,4]oxazin-3,1'-indene]-2-one